3-(5-(((1S,2R)-2-(((1-isopropyl-1H-pyrazol-4-yl)methyl)amino)cyclohexyl)oxy)-1-oxoisoindolin-2-yl)piperidine-2,6-dione C(C)(C)N1N=CC(=C1)CN[C@H]1[C@H](CCCC1)OC=1C=C2CN(C(C2=CC1)=O)C1C(NC(CC1)=O)=O